BrC1=C(C=C(C=C1)CC(C#N)N=C(C1=CC=CC=C1)C1=CC=CC=C1)F 3-(4-bromo-3-fluorophenyl)-2-((diphenylmethylene)amino)propanenitrile